COC1=C(C=CC=C1)C1(N(CCNC1)C(=O)O)C1CCNCC1 2-methoxyphenyl-piperidin-4-yl-piperazine-1-carboxylic acid